COC1=NC=2CCN(CC2C=C1)C(=O)C=1N=C(C2=C(N1)OC(=C2)C)NC2(CC2)C (2-methoxy-5,6,7,8-tetrahydro-1,6-naphthyridine-6-carbonyl)-6-methyl-N-(1-methylcyclopropyl)furo[2,3-d]pyrimidin-4-amine